FC1(C[C@H](CNC1)NC(OC(C)(C)C)=O)F tert-butyl (R)-(5,5-difluoro-piperidin-3-yl)carbamate